(S)-N-(5-(2-amino-[1,2,4]triazolo[1,5-a]pyridin-6-yl)-2-methylphenyl)-3-(4-fluorophenyl)isoxazolidine-2-carboxamide NC1=NN2C(C=CC(=C2)C=2C=CC(=C(C2)NC(=O)N2OCC[C@H]2C2=CC=C(C=C2)F)C)=N1